Yttrium(III) butoxide [O-]CCCC.[Y+3].[O-]CCCC.[O-]CCCC